C1(CCC1)[Bi]=N cyclobutylbismuthanimine